7-(2-(1-(4-(5-(difluoromethyl)-1,3,4-oxadiazol-2-yl)phenyl)ethyl)-2H-tetrazol-5-yl)-2-methyl-3,4-dihydroisoquinolin-1(2H)-one FC(C1=NN=C(O1)C1=CC=C(C=C1)C(C)N1N=C(N=N1)C1=CC=C2CCN(C(C2=C1)=O)C)F